tert-butyl ((S)-1-((S)-2-cyano-4,4-difluoropyrrolidin-1-yl)-1-oxopropan-2-yl)carbamate C(#N)[C@H]1N(CC(C1)(F)F)C([C@H](C)NC(OC(C)(C)C)=O)=O